[Li].FOS(=O)(=O)F bisfluorosulfonic acid Lithium